FC1(CC(C1)(C(=O)O)C)F 3,3-difluoro-1-methyl-cyclobutanecarboxylic acid